ONC(=O)C=1C(=C(C=CC1)N1CC(C1)OC1=CC=C(C=C1)NC(=O)NC=1C=NC=CC1)C1=CC=CC=C1 N-hydroxy-6-(3-(4-(3-(pyridine-3-yl)ureido)phenoxy)azetidin-1-yl)-[1,1'-biphenyl]-2-carboxamide